methyl 2-(8-bromo-6-chloroimidazo[1,2-a]pyridin-2-yl)acetate hydrochloride Cl.BrC=1C=2N(C=C(C1)Cl)C=C(N2)CC(=O)OC